tert-butyl 3-{1-[4-chloro-3-(2,4-dioxo-1,3-diazinan-1-yl)benzoyl]piperidin-4-yl}azetidine-1-carboxylate ClC1=C(C=C(C(=O)N2CCC(CC2)C2CN(C2)C(=O)OC(C)(C)C)C=C1)N1C(NC(CC1)=O)=O